4-(3-(pyrrolidin-1-yl)phenyl)-1,4-diazacycloheptane N1(CCCC1)C=1C=C(C=CC1)N1CCNCCC1